4-Methyl-N'-(4-methylbenzylidene)benzenesulfonhydrazide CC1=CC=C(C=C1)S(=O)(=O)NN=CC1=CC=C(C=C1)C